C(C)(=O)C1C(N(CC1)C(=O)OC(C)(C)C)=C=O tert-butyl 3-acetyl-2-carbonylpyrrolidine-1-carboxylate